2-(2-(3,6-dihydro-2H-pyran-4-yl)-5-ethyl-6-(4-(2-methoxy-4-(5-oxo-4,5-dihydro-1,2,4-oxadiazol-3-yl)benzoyl)piperazin-1-yl)-7-oxo-[1,2,4]triazolo[1,5-a]pyrimidin-4(7H)-yl)acetamide O1CCC(=CC1)C1=NN2C(N(C(=C(C2=O)N2CCN(CC2)C(C2=C(C=C(C=C2)C2=NOC(N2)=O)OC)=O)CC)CC(=O)N)=N1